C1(CC1)C1=C(C=C(C(=O)O)C=C1)S(NC1=C(C=CC(=C1)C1=CC=NS1)C1=NC=CC=C1)(=O)=O 4-cyclopropyl-3-(N-(5-(isothiazol-5-yl)-2-(pyridin-2-yl)phenyl)sulfamoyl)benzoic acid